2,3,4,5-tetrahydro-1H-benzo[d]azepine-6-carbonitrile C1CNCCC2=C1C=CC=C2C#N